FC1=C(C(=O)N)C=C(C(=C1)NC1=NC=C2N(C(N(C2=N1)[C@H]1COCC1)=O)C)C (R)-2-fluoro-5-methyl-4-((7-methyl-8-oxo-9-(tetrahydrofuran-3-yl)-8,9-dihydro-7H-purin-2-yl)amino)benzamide